CN1C(C(=CC2=C1N=C(N=C2)NC2=CC=C(C=C2)N2CCN(CC2)C)OC2=C(C=CC=C2)NC(C#C)=O)=O N-[2-[8-methyl-2-[4-(4-methylpiperazin-1-yl)anilino]-7-oxo-pyrido[2,3-d]pyrimidin-6-yl]oxyphenyl]prop-2-ynamide